[4-((2-Hydroxy-3-dodecyloxypropyl)-oxy)-2-hydroxyphenyl]-4,6-bis(2,4-dimethylphenyl)-1,3,5-triazin OC(COC1=CC(=C(C=C1)C1=NC(=NC(=N1)C1=C(C=C(C=C1)C)C)C1=C(C=C(C=C1)C)C)O)COCCCCCCCCCCCC